2-[(2R)-3-(3,4-dihydro-1H-isoquinolin-2-yl)-2-hydroxy-propyl]-6-[4-(2,2,2-trifluoroacetyl)piperazin-1-yl]-3,4-dihydroisoquinolin-1-one C1N(CCC2=CC=CC=C12)C[C@H](CN1C(C2=CC=C(C=C2CC1)N1CCN(CC1)C(C(F)(F)F)=O)=O)O